4-bromo-3-iodo-pyridin-2-amine BrC1=C(C(=NC=C1)N)I